C(C)O[Si](CCC1=C(C=CC=C1)C)(OCC)OCC 1-triethoxysilyl-2-(2-methylphenyl)ethane